(R)-3-(hydroxymethyl)-4-(3-nitro-1,7-naphthyridin-4-yl)piperazine-1-carboxylic acid tert-butyl ester C(C)(C)(C)OC(=O)N1C[C@@H](N(CC1)C1=C(C=NC2=CN=CC=C12)[N+](=O)[O-])CO